N-((1-((3-Fluoropyridin-4-yl)methyl)pyrrolidin-3-yl)methyl)-1-(3-(4-Methoxyphenyl)-1,2,4-oxadiazol-5-yl)piperidin-4-carboxamid FC=1C=NC=CC1CN1CC(CC1)CNC(=O)C1CCN(CC1)C1=NC(=NO1)C1=CC=C(C=C1)OC